Cl.NC1CCC(CC1)(O)C(CO)(F)F 4-amino-1-(1,1-difluoro-2-hydroxyethyl)cyclohexane-1-ol hydrochloride